ClC=1C=C2C3=C(NC2=C(C1)C=1N(N=CC1)C)C(=NC=C3)C 6-Chloro-1-methyl-8-(2-methyl-2H-pyrazol-3-yl)-9H-pyrido[3,4-b]indole